(3R)-3-amino-5-[(4-chlorophenyl)methyl]-8-fluoro-1,1-dioxo-7-[3-(2,2,2-trifluoroethyl)-1,2,4-oxadiazol-5-yl]-2,3-dihydro-1lambda6,5-benzothiazepin-4-one N[C@H]1CS(C2=C(N(C1=O)CC1=CC=C(C=C1)Cl)C=C(C(=C2)F)C2=NC(=NO2)CC(F)(F)F)(=O)=O